COC(CC1=CC(=C(C=C1)COC1=C(C=C(C=C1)C1C=2C(NC(C1)=O)=NNC2)OC)C(F)(F)F)=O 2-[4-(2-methoxy-4-{6-oxo-2H,4H,5H,6H,7H-pyrazolo[3,4-b]pyridin-4-yl}phenoxymethyl)-3-(trifluoromethyl)phenyl]acetic acid methyl ester